allyl 8-(5-(1-(3-cyclopentyl-1H-pyrazol-1-yl)ethyl)-1,2,4-oxadiazol-3-yl)-2,6-diazaspiro[3.4]octane-6-carboxylate C1(CCCC1)C1=NN(C=C1)C(C)C1=NC(=NO1)C1CN(CC12CNC2)C(=O)OCC=C